BrC1=CNC=2N=CN=C(C21)OCC[Si](C)(C)C 5-bromo-4-(2-(trimethylsilyl)ethoxy)-7H-pyrrolo[2,3-d]pyrimidine